N2,N2-dimethyl-2'-O-methyl-guanosine CN(C=1NC(C=2N=CN([C@H]3[C@H](OC)[C@H](O)[C@@H](CO)O3)C2N1)=O)C